4-amino-N-[(1R)-1-[3-(1,1-difluoro-2-hydroxyethyl)-2-fluorophenyl]ethyl]-1-(2-fluorophenyl)-6-oxo-pyridazine-3-carboxamide NC=1C(=NN(C(C1)=O)C1=C(C=CC=C1)F)C(=O)N[C@H](C)C1=C(C(=CC=C1)C(CO)(F)F)F